(2E)-2-benzylideneoctaldehyde C(/C1=CC=CC=C1)=C(\C=O)/CCCCCC